Cl.Cl.O1CCCC12CCNCC2 1-oxa-8-azaspiro[4.5]decane dihydrochloride